hydroxy-5-((4-(2-nitro-4-(3-(2-(trifluoromethyl)phenyl)-1,2,4-oxadiazol-5-yl)phenyl)piperazin-1-yl)methyl)benzaldehyde OC1=C(C=O)C=C(C=C1)CN1CCN(CC1)C1=C(C=C(C=C1)C1=NC(=NO1)C1=C(C=CC=C1)C(F)(F)F)[N+](=O)[O-]